PYRIDINE-CARBONITRILE N1=C(C=CC=C1)C#N